CC([C@@H](C(=O)O)NC(C(F)(F)F)=O)(C)C (S)-3,3-dimethyl-2-(2,2,2-trifluoroacetamido)butyric acid